ClC=1C=C(OCC[C@H]2CC23CCN(CC3)C(=O)C3(CN(CCC3)C(=O)OC(C)(C)C)C3=CC=CC=C3)C=CC1C(N(C)C)=O |o1:7| tert-butyl 3-((R or S)-1-(2-(3-chloro-4-(dimethylcarbamoyl) phenoxy)ethyl)-6-azaspiro[2.5]octane-6-carbonyl)-3-phenylpiperidine-1-carboxylate